3-(1,1-difluoro-2-methylpropyl)bicyclo[1.1.1]pentane-1-carboxylic acid FC(C(C)C)(F)C12CC(C1)(C2)C(=O)O